2,3-diisopropyl-phenol C(C)(C)C1=C(C=CC=C1C(C)C)O